4,4'-oxybis(isopropylbenzene) O(C1=CC=C(C=C1)C(C)C)C1=CC=C(C=C1)C(C)C